C1(=CC=CC=C1)C(C=1C=C(C=O)C=CC1)(F)F 3-(phenyldifluoromethyl)benzaldehyde